ClC=1C=CC2=C(CCC=3C(=NC=CC3)C2=C2CCN(CC2)CCN2N=NC=C2C(=O)N)C1 1-(2-(4-(8-chloro-5,6-dihydro-11H-benzo[5,6]cyclohepta[1,2-b]pyridin-11-ylidene)piperidin-1-yl)ethyl)-1H-1,2,3-triazole-5-carboxamide